FC(C1=NN=C(S1)N1C(N(C2=C1C=C(C=C2)S(=O)(=O)NC2(CC2)C)CCOC)=O)F 3-[5-(difluoromethyl)-1,3,4-thiadiazol-2-yl]-1-(2-methoxyethyl)-N-(1-methylcyclopropyl)-2-oxo-benzimidazole-5-sulfonamide